OC1=C(C=CC=C1C(=O)NC)C1=CC=CC=C1 hydroxy-N-methyl-[1,1'-biphenyl]-3-carboxamide